NC=1C=2N(C=CN1)C(=NC2)[C@H]2N(CCC2)CCCOCCOCCOCCOCCNC2=C1C(N(C(C1=CC=C2)=O)C2C(NC(CC2)=O)=O)=O 8-Amino-3-((2S)-1-(1-((2-(2,6-dioxopiperidin-3-yl)-1,3-dioxoIsoindoline-4-yl)amino)-3,6,9,12-tetraoxapentadecan-15-yl)pyrrolidin-2-yl)imidazo[1,5-a]pyrazine